CC=1N=NC(=C2C1C(=NC(=C2)N2[C@H]1CN([C@@H](C2)C1)C)C)N[C@H](C)C=1C(=C(C#N)C=CC1)C 3-((R)-1-((4,5-dimethyl-7-((1R,4R)-5-methyl-2,5-diazabicyclo[2.2.1]heptan-2-yl)pyrido[3,4-d]pyridazin-1-yl)amino)ethyl)-2-methylbenzonitrile